Azacyclooctatetraene-3,5-dione C=1=NC(CC(C=C=C1)=O)=O